6-(7-((3-(difluoromethyl)-1-methyl-1H-pyrazol-5-yl)sulfonyl)-7-azaspiro[3.5]non-2-yl)-2-oxa-6-azaspiro[3.3]heptane FC(C1=NN(C(=C1)S(=O)(=O)N1CCC2(CC(C2)N2CC3(COC3)C2)CC1)C)F